CN(C1=NC=C(C=N1)OC1CNCC1)C 3-((2-(dimethylamino)pyrimidin-5-yl)oxy)pyrrolidin